4-(2,5-Diazabicyclo[2.2.2]octan-2-yl)-7-(3-chloro-5-hydroxy-2-(trifluoromethyl)phenyl)-2-(((S)-1-methylpyrrolidin-2-yl)methoxy-d2)pyrido[3,4-d]pyrimidin-8(7H)-one C12N(CC(NC1)CC2)C=2C1=C(N=C(N2)OC([2H])([2H])[C@H]2N(CCC2)C)C(N(C=C1)C1=C(C(=CC(=C1)O)Cl)C(F)(F)F)=O